(2-methoxyethyl)-5-((4-(((4-nitronaphthalen-1-yl)oxy)methyl)pyridin-2-yl)amino)pyrazine-2-carboxamide COCCC=1C(=NC=C(N1)NC1=NC=CC(=C1)COC1=CC=C(C2=CC=CC=C12)[N+](=O)[O-])C(=O)N